Silicon monoxide [Si]=O